2-[6-amino-5-[8-[2-[3-[(3S)-3-methoxypyrrolidin-1-yl]prop-1-ynyl]-4-pyridinyl]-3,8-diazabicyclo[3.2.1]oct-3-yl]pyridazin-3-yl]phenol NC1=C(C=C(N=N1)C1=C(C=CC=C1)O)N1CC2CCC(C1)N2C2=CC(=NC=C2)C#CCN2C[C@H](CC2)OC